NC1=C(C=CC(=C1F)NCC1=CC=C(C=C1)C(F)(F)F)NC(CCCCCCC[C@@H](CF)F)=O (9S)-N-(2-amino-3-fluoro-4-((4-(trifluoromethyl)benzyl)amino)phenyl)-9,10-difluorodecanamide